4-Iodobenzyl bromide IC1=CC=C(CBr)C=C1